C(#N)CC1(CC1)CN1C(=NC=2C1=NC(=CC2)C(=O)OC)CC2CC=C(CC2)C2=NC=C(C(=N2)OCOC)F methyl 3-((1-(cyanomethyl) cyclopropyl) methyl)-2-((4-(5-fluoro-4-(methoxymethoxy) pyrimidin-2-yl) cyclohex-3-en-1-yl) methyl)-3H-imidazo[4,5-b]pyridine-5-carboxylate